C(CCCCCCCCCCC)C1=CC=C(C=C1)[S+](C1=CC=CC=C1)C1=CC=CC=C1 (4-dodecylphenyl)diphenyl-sulfonium